(2-fluorophenyl)-5-nitrofuran-2-carboxamide FC1=C(C=CC=C1)C1=C(OC(=C1)[N+](=O)[O-])C(=O)N